4-(3-nitrophenyl)-3-morpholinone [N+](=O)([O-])C=1C=C(C=CC1)N1C(COCC1)=O